5-chloro-4-methoxy-tricyclo[6.2.1.02,7]undeca-2(7),3,5-triene-3-carbaldehyde ClC=1C(=C(C=2C3CCC(C2C1)C3)C=O)OC